1-((3-bromo-4-methylphenoxy)methyl)cyclopropane-1-ol BrC=1C=C(OCC2(CC2)O)C=CC1C